FC(C1=CC=C(C=C1)/C=C/C(=O)NCC(=O)N1CCC2=C(CC1)C=CC(=C2)CC(=O)O)(F)F 2-[3-[2-[[(E)-3-[4-(trifluoromethyl)phenyl]prop-2-enoyl]amino]acetyl]-1,2,4,5-tetrahydro-3-benzazepin-7-yl]acetic acid